C(=CCCCCCC)C(C(=O)O)CC(=O)O.NC1=CC=C(OC2=CC=C(C=C2)C(C)(C)C2=CC=C(C=C2)C(C)(C2=CC=C(C=C2)OC2=CC=C(C=C2)N)C)C=C1 1,4-bis[1-[4-(4-aminophenoxy)phenyl]-1-methyl-ethyl]benzene 2-octen-1-ylsuccinate